Dimethyl-2,5-di-tert-butyl-4-hydroxybenzyl-phosphonat CC(C1=C(C=C(C(=C1)C(C)(C)C)O)C(C)(C)C)(P([O-])([O-])=O)C